3,7-dimethyl-1-((5-(1,1,1-trifluoro-2-hydroxypropan-2-yl)pyrazin-2-yl)methyl)-purine-2,6(3h,7h)-dione CN1C(N(C(C=2N(C=NC12)C)=O)CC1=NC=C(N=C1)C(C(F)(F)F)(C)O)=O